FC(C(=O)O)(F)F.CN1C=CC(C=2C(=NC=CC12)C(=O)N)=O methyl-4-oxo-1,4-dihydro-1,6-naphthyridine-5-carboxamide 2,2,2-trifluoroacetate